NC1=NC=CC=C1C1=NC=2C(=NC(=CC2)C2=CC=CC=C2)N1C1=CC=C(CN2CCC(CC2)NC(C2=C(N=CC=C2)C#N)=O)C=C1 N-(1-(4-(2-(2-aminopyridin-3-yl)-5-phenyl-3H-imidazo[4,5-b]pyridin-3-yl)benzyl)piperidin-4-yl)-2-cyanonicotinamide